C(C)(C)(C)OC(=O)N[C@H](C(=O)N1[C@@H]([C@@H]2C([C@@H]2C1)(C)C)C(=O)O)C(C)(C)C (1S,2S,5R)-3-((S)-2-((tert-butoxycarbonyl)amino)-3,3-dimethylbutanoyl)-6,6-dimethyl-3-azabicyclo[3.1.0]hexane-2-carboxylic acid